FC=1C=C(C=CC1N1CCCCC1)NC(=O)C=1N=C(OC1C)N1CC(CC1)CO N-(3-fluoro-4-(piperidin-1-yl)phenyl)-2-(3-(hydroxymethyl)pyrrolidin-1-yl)-5-methyl-oxazole-4-carboxamide